(4S,5S)-4,5-dimethyl-hept-6-enal C[C@@H](CCC=O)[C@H](C=C)C